C(C1=CC=CC=C1)C1CC(N(O1)[C@@H](CC(C)C)B1O[C@@]2([C@H](O1)C[C@H]1C([C@@H]2C1)(C)C)C)CNC(C1=C(N=CC(=C1)F)Cl)=O 5-benzyl-3-((2-chloro-5-fluoronicotinamido)methyl)-N-((R)-3-methyl-1-((3aS,4S,6S,7aR)-3a,5,5-trimethylhexahydro-4,6-methanobenzo[d][1,3,2]dioxaborol-2-yl)butyl)-4,5-dihydroisoxazole